Cl.C12(CCC(CC1)C2)N bicyclo[2.2.1]heptan-1-amine hydrochloride